N,N'-(methylenebis(4,1-phenylene))bis(aziridine-1-carboxamide) C(C1=CC=C(C=C1)NC(=O)N1CC1)C1=CC=C(C=C1)NC(=O)N1CC1